3-(dimethylamino)-1-phenyl-propan-1-one hydrochloride Cl.CN(CCC(=O)C1=CC=CC=C1)C